C(C1=CC=CC=C1)OC=1C=C2C(=C(N(C2=CC1)CC1=CC=C(C=C1)CCO)C1=C(C=CC=C1)OC)F 2-(4-((5-(benzyloxy)-3-fluoro-2-(2-methoxyphenyl)-1H-indol-1-yl)methyl)phenyl)ethan-1-ol